4-(4-methoxybenzyl)-1,4-oxazepan-6-one COC1=CC=C(CN2CCOCC(C2)=O)C=C1